C(C1=CC=CC=C1)C=1NC(=NN1)C(=O)NC1C2C(C3=C(N(C1=O)C)N=CC(=C3)C#N)C2 5-benzyl-N-(cis-7-cyano-4-methyl-3-oxo-1,1a,2,3,4,8b-hexahydrocycloprop[d]pyrido[2,3-b]azepin-2-yl)-4H-1,2,4-triazole-3-carboxamide